N1C(COCC1)C1CN(C1)C(=O)OC(C)(C)C tert-butyl 3-(morpholin-3-yl)azetidine-1-carboxylate